C12=NC=NC(=C2C=NN1)NCC1=CN=CC(=N1)CO (6-((2,4,8,9-Tetrazabicyclo[4.3.0]nona-1,3,5,7-tetraen-5-ylamino)methyl)-2-pyrazinyl)methanol